C(C1=CC=CC=C1)C1CCN(CC1)CC=1NC(=NN1)C1=CNC2=CC(=CC=C12)OC 3-(5-((4-benzylpiperidin-1-yl)methyl)-4H-1,2,4-triazol-3-yl)-6-methoxy-1H-indole